ClC1=NC=C(C(=N1)C1=CN(C2=CC=C(C=C12)F)CC)C(F)(F)F 3-(2-chloro-5-(trifluoromethyl)pyrimidin-4-yl)-1-ethyl-5-fluoro-1H-indole